ClC1=C(C=CC(=C1)C(F)(F)F)C1=C(C(=C(C(=O)N)C=C1)O)CCN(C)C (2-chloro-4-(trifluoromethyl)phenyl)-3-(2-(dimethylamino)ethyl)-2-hydroxybenzamide